N-[4-[8-amino-5-chloro-3-(trideuteriomethyl)imidazo[1,5-a]pyrazin-1-yl]-2,3-difluoro-phenyl]-2-(3-chlorophenyl)-2-hydroxy-acetamide NC=1C=2N(C(=CN1)Cl)C(=NC2C2=C(C(=C(C=C2)NC(C(O)C2=CC(=CC=C2)Cl)=O)F)F)C([2H])([2H])[2H]